FC(C)(F)[C@]1(C[C@@H]([C@H](O1)C(=O)NC1=CC(=NC=C1)C(=O)N)C1=C(C(=C(C=C1)F)F)OC)C (2S,3R,5R)-4-[[5-(1,1-difluoroethyl)-3-(3,4-difluoro-2-methoxy-phenyl)-5-methyltetrahydrofuran-2-carbonyl]amino]pyridine-2-carboxamide